3-(1-(5-chloro-4-fluoro-2-(methylsulfinyl)-8,9-dihydro-10H-7-oxa-1,3,6,10-tetraazacyclohepta[de]naphthalen-10-yl)ethyl)-5-fluoro-N,N-bis(4-methoxybenzyl)pyridin-2-amine ClC1=C(C=2N=C(N=C3C2C(=N1)OCCN3C(C)C=3C(=NC=C(C3)F)N(CC3=CC=C(C=C3)OC)CC3=CC=C(C=C3)OC)S(=O)C)F